BrC=1C(=C(OC=2C=NC=C(C2)F)C=CC1)I 3-(3-bromo-2-iodophenoxy)-5-fluoropyridine